3-Fluoro-4-(3-methyl-2-oxo-1H-benzoimidazol-4-yl)piperidine-1-carboxylic acid tert-butyl ester C(C)(C)(C)OC(=O)N1CC(C(CC1)C1=CC=CC=2NC(N(C21)C)=O)F